FC1(CCN(CCC1)C1=C(C(=O)NC2=CC(=CC=C2)[S@@](=O)(=N)C)C(=C(C=N1)C1=CN=CO1)C)F (R)-2-(4,4-difluoroazepan-1-yl)-4-methyl-N-(3-(S-methylsulfonimidoyl)phenyl)-5-(oxazol-5-yl)nicotinamide